CC(C(=O)OC(C)(C)C)C=O tert-Butyl 2-methyl-3-oxopropanoate